Cl.N1(CCC(CC1)N1CCN(CC1)C1=CC2=C(N(C(N2C)=O)N2C(CCCC2=O)=O)C=C1)C1CCNCC1 [5-(4-{[1,4'-bipiperidin]-4-yl}piperazin-1-yl)-3-methyl-2-oxo-1,3-benzodiazol-1-yl]piperidine-2,6-dione hydrochloride